3-(hexafluoroisopropoxy)-6-methoxy-2-hydroxyquinoxaline FC(C(C(F)(F)F)OC=1C(=NC2=CC=C(C=C2N1)OC)O)(F)F